[C@H]12CN(C[C@H](CC1)N2)C=2C1=C(N=C(N2)OCC2=CC3=NN(C=C3N2)C)C(=C(N=C1)C1=CC(=CC2=CC=C(C(=C12)C#C)F)O)F 4-(4-((1R,5S)-3,8-Diazabicyclo[3.2.1]octan-3-yl)-8-fluoro-2-((2-methyl-2,4-dihydropyrrolo[3,2-c]pyrazol-5-yl)methoxy)pyrido[4,3-d]pyrimidin-7-yl)-5-ethynyl-6-fluoronaphthalen-2-ol